FC1=C(C=CC=C1)C1=CC=C(C=C1)CNC1=CN=C(N(C1=O)CC(=O)O)C1=CC=CC=C1 2-(5-(((2'-fluoro-[1,1'-biphenyl]-4-yl)methyl)amino)-6-oxo-2-phenylpyrimidin-1(6H)-yl)acetic acid